C(C)OC(=O)C=1C=2N(C=CN1)C=CC2 pyrrolo[1,2-a]pyrazine-1-carboxylic acid ethyl ester